8-benzyl-6-(3-((tert-butyldimethylsilyl)oxy)phenyl)-2-(4-fluorobenzylidene)imidazo[1,2-a]Pyrazin-3(2H)-one C(C1=CC=CC=C1)C=1C=2N(C=C(N1)C1=CC(=CC=C1)O[Si](C)(C)C(C)(C)C)C(C(N2)=CC2=CC=C(C=C2)F)=O